(R)-N-(1''-(3-((3,3-difluorocyclobutyl)(hydroxy)methyl)benzoyl)dispiro[cyclopropane-1,1'-cyclohexane-4',3''-indolin]-5''-yl)methanesulfonamide FC1(CC(C1)[C@H](C=1C=C(C(=O)N2CC3(C4=CC(=CC=C24)NS(=O)(=O)C)CCC2(CC3)CC2)C=CC1)O)F